[Cl-].C(C1=CC=CC=C1)[N+](CCOC(C(=C)C)=O)(C)C benzyldimethyl-[2-(2-methyl-1-oxoallyl)oxyethyl]ammonium chloride